FC1=C(CN2C(C=3C=CC=NC3CC2)=O)C=C(C=C1)OC(F)(F)F 6-(2-fluoro-5-(trifluoromethoxy)benzyl)-7,8-dihydro-1,6-naphthyridin-5(6H)-one